4-ethynyl-4-fluoro-N-methyl-piperidine-1-carboxamide C(#C)C1(CCN(CC1)C(=O)NC)F